4-bromo-6-nitro-N-((tetrahydro-2H-pyran-4-yl)methyl)-1H-benzo[d]imidazol-7-amine BrC1=CC(=C(C=2NC=NC21)NCC2CCOCC2)[N+](=O)[O-]